NC1=NC=2C=NC(=CC2C2=C1COC2)C(=O)N2[C@H](COCC2)C=2SC(=C(C2)Cl)Cl (4-amino-1,3-dihydrofuro[3,4-c][1,7]naphthyridin-8-yl)((3R)-3-(4,5-dichloro-2-thiophenyl)-4-morpholinyl)methanone